6-(1,1-dioxidothiomorpholine-4-carbonyl)quinolin O=S1(CCN(CC1)C(=O)C=1C=C2C=CC=NC2=CC1)=O